N-((1-(6-(4-(4-isopropylpiperazin-1-yl)phenyl)-1,2-dimethyl-1H-benzo[d]imidazol-4-yl)piperidin-4-yl)methyl)oxetan-3-amine C(C)(C)N1CCN(CC1)C1=CC=C(C=C1)C=1C=C(C2=C(N(C(=N2)C)C)C1)N1CCC(CC1)CNC1COC1